C(CCCCCCC\C=C/CCCCCCCC)CC(CC(=O)[O-])=O.C(CCCCCCC\C=C/CCCCCCCC)CC(CC(=O)[O-])=O.[Al+2] aluminum bis(oleylacetoacetate)